4-(2-ethoxy-2-oxo-ethyl)-4-fluoro-piperidine-1-carboxylic acid tert-butyl ester C(C)(C)(C)OC(=O)N1CCC(CC1)(F)CC(=O)OCC